NC1=NC(N(C=C1)[C@@H]1O[C@@]([C@H](C1)O)(CO)CCl)=O 4-amino-1-((2R,4S,5R)-5-(chloromethyl)-4-hydroxy-5-(hydroxymethyl)tetrahydrofuran-2-yl)pyrimidin-2(1H)-one